C(C)OC(C1=CC=C(C=C1)N1C(C=2C=CC=C3C2C(=N1)CCN3)=O)OCC 4-(diethoxymethyl)phenyl-8,9-dihydro-2H-pyrido[4,3,2-de]phthalazin-3(7H)-one